ClC=1C=C(C=2N(N1)C(=NN2)C2=CC=CC=C2)NCC2=NC=CC=C2 6-chloro-3-phenyl-N-(2-pyridylmethyl)-[1,2,4]triazolo[4,3-b]pyridazin-8-amine